N-((1r,2r)-1-(2,3-dihydrobenzo[b][1,4]dioxin-6-yl)-1-hydroxy-3-(pyrrolidin-1-yl)propan-2-yl)-2,2-difluoro-4-(5,6,7,8-tetrahydronaphthalen-2-yl)butanamide O1C2=C(OCC1)C=C(C=C2)[C@H]([C@@H](CN2CCCC2)NC(C(CCC2=CC=1CCCCC1C=C2)(F)F)=O)O